C(CC)(=O)OC=1C(=NC=CC1OC)C(N[C@@H](C)C1=NN(C(=N1)C1=CC(=CC(=C1)C)C)C)=O (S)-2-((1-(5-(3,5-dimethylphenyl)-1-methyl-1,2,4-triazol-3-yl)ethyl)carbamoyl)-4-methoxypyridin-3-yl propionate